5-Chloro-4-(6-(cyclopentyloxy)pyridin-3-yl)-2-fluoroaniline ClC=1C(=CC(=C(N)C1)F)C=1C=NC(=CC1)OC1CCCC1